COC1=CC=C(C=C1)S(=O)(=O)N1N=C(C=C1)C(=O)NCC1=NOC=C1 1-(4-methoxybenzene-1-sulfonyl)-N-[(1,2-oxazol-3-yl)methyl]-1H-pyrazole-3-carboxamide